2,5-diacetylacetylaminobenzenesulfonic acid C(C)(=O)CC(=O)NC1=C(C=C(C=C1)C(C)=O)S(=O)(=O)O